C(C)(C)OC=1C=C(C#N)C=CC1[C@@H](C1=CC=NC=C1)OC1=CC=C2C(CCOC2=C1C)=O (R,S)-3-Isopropoxy-4-(((8-methyl-4-oxochroman-7-yl)oxy)(pyridin-4-yl)methyl)benzonitrile